3-methyl-1,3-butadiene CC(C=C)=C